N-[1-cyano-4-(3-hydroxy-2,6-dimethylphenyl)imidazo[1,2-a]1,6-naphthyridin-8-yl]cyclopropanecarboxamide C(#N)C1=CN=C2N1C1=CC(=NC=C1C=C2C2=C(C(=CC=C2C)O)C)NC(=O)C2CC2